C(C)(C)C1=C(C=CC=C1)N(C(=O)C1CC2(CNC2)C1)C N-(2-isopropylphenyl)-N-methyl-2-azaspiro[3.3]heptane-6-carboxamide